FCCN1C=C(C(C2=CC(=C(C=C12)N1CC(CC1)O)F)=O)C(=O)O 1-(2-fluoroethyl)-6-fluoro-1,4-dihydro-7-(3-hydroxypyrrolidinyl)-4-oxo-3-quinolinecarboxylic acid